C(C1=CC=CC=C1)C(C(=O)OC)CNC=1SC(=C(N1)C1=CC(=C(C=C1)Cl)Cl)C(C)C methyl 2-benzyl-3-(4-(3,4-dichlorophenyl)-5-isopropylthiazol-2-ylamino)propanoate